OC(CC1=CN(C(C2=CC=C(C=C12)C=1C(=NOC1)C)=O)CC=1C=C(C(=O)NC)C=CC1)C 3-((4-(2-hydroxypropyl)-6-(3-methylisoxazol-4-yl)-1-oxoisoquinolin-2(1H)-yl)methyl)-N-methylbenzamide